(E)-8-(4-hydroxystyryl)-1-methoxy-1,2-dihydrothiazolo[3,2-a]quinoline OC1=CC=C(/C=C/C2=CC=C3C=CC4N(C3=C2)C(CS4)OC)C=C1